tert-butyl (1-(6-chloropyridazin-3-yl)pyrrolidin-3-yl)(spiro[3.3]heptan-2-yl)carbamate ClC1=CC=C(N=N1)N1CC(CC1)N(C(OC(C)(C)C)=O)C1CC2(C1)CCC2